methyl-6-((trimethylsilyl)ethynyl)-1H-indole CN1C=CC2=CC=C(C=C12)C#C[Si](C)(C)C